FC1=C(C(=O)NC)C=C(C=C1)CN1C(C2=CC=C(C=C2C=C1)C=1C=NNC1C(F)(F)F)=O 2-fluoro-N-methyl-5-((1-oxo-6-(5-(trifluoromethyl)-1H-pyrazol-4-yl)isoquinolin-2(1H)-yl)methyl)benzamide